CN(C1C[C@H]2CC[C@@H](C1)N2C(=O)OC(C)(C)C)C=2N=NC(=CC2)C2=CC=C(C=1N=CNC12)C=1C=NN(C1)C1OCCCC1 tert-butyl (1R,3S,5S)-3-[methyl(6-[7-[1-(oxan-2-yl) pyrazol-4-yl]-3H-1,3-benzodiazol-4-yl] pyridazin-3-yl) amino]-8-azabicyclo[3.2.1]octane-8-carboxylate